O=C1NC(CCC1N1C(C2=C3C(C(=CC=C13)C1=CC=C(C=C1)CC(=O)O)=CC=C2)=O)=O 2-[4-[1-(2,6-dioxo-3-piperidyl)-2-oxo-benzo[cd]indol-6-yl]phenyl]acetic acid